(9aR,10S)-10-((R)-(4-Fluorophenyl)(3-methoxyphenyl)methyl)-4-hydroxy-8,9,9a,10-tetrahydro-7H-pyrrolo[1',2':4,5]pyrazino[1,2-b]pyridazin-3,5-dion FC1=CC=C(C=C1)[C@@H]([C@H]1[C@@H]2N(C(C=3N1N=CC(C3O)=O)=O)CCC2)C2=CC(=CC=C2)OC